N[C@H](C(=O)N[C@@H]1CN(CC[C@H]1C1=CC=CC=C1)C(=O)C=1C=2N(C=CC1)C=NC2)C(C)C (S)-2-amino-N-((3S,4S)-1-(imidazo[1,5-a]pyridine-8-carbonyl)-4-phenylpiperidin-3-yl)-3-methylbutanamide